FC1=C(C(=C(C=C1OC)OC)F)N1CC2=CN=C(C=C2C2(C1=O)CC2)CC(C(=O)N)=C ((2'-(2,6-difluoro-3,5-dimethoxyphenyl)-3'-oxo-2',3'-dihydro-1'H-spiro[cyclopropane-1,4'-[2,7]naphthyridine]-6'-yl)methyl)acrylamide